tert-butyl (2R)-6-(benzyloxy)-5-[(2-tert-butoxy-2-oxoethyl)(trifluoroacetyl)amino]-4-fluoro-2-[({[3-(propan-2-yl)cyclobutyl]methyl}amino)methyl]-2,3-dihydro-1H-indole-1-carboxylate C(C1=CC=CC=C1)OC1=C(C(=C2C[C@@H](N(C2=C1)C(=O)OC(C)(C)C)CNCC1CC(C1)C(C)C)F)N(C(C(F)(F)F)=O)CC(=O)OC(C)(C)C